FC=1C=C(C=CC1C)[C@@]1(CN(CC1)C(=O)NC1=C(C(=O)N2CC(C2)NC(OC(C)(C)C)=O)C=CC(=C1)OC)C1=NC=NS1 tert-butyl (S)-(1-(2-(3-(3-fluoro-4-methylphenyl)-3-(1,2,4-thiadiazol-5-yl)pyrrolidine-1-carboxamido)-4-methoxybenzoyl)azetidin-3-yl)carbamate